2-(4-(4-(3-(aminomethyl)phenyl)piperidine-1-carbonyl)phenoxy)-1-((3S,4R)-3,4-dihydroxypyrrolidin-1-yl)ethanone NCC=1C=C(C=CC1)C1CCN(CC1)C(=O)C1=CC=C(OCC(=O)N2C[C@@H]([C@@H](C2)O)O)C=C1